C(C)OC1=CC=C(C(=N1)C1=NC=2N(C=C1)N=C(C2)C(F)(F)F)S(=O)(=O)CC 5-(6-ethoxy-3-(ethylsulfonyl)pyridin-2-yl)-2-(trifluoromethyl)pyrazolo[1,5-a]pyrimidine